ClC=1C=C(C=CC1)C1=NOC(=C1)NC(CCC(=O)N1CCN2N=C(C=C21)C)=O N-(3-(3-chlorophenyl)isoxazol-5-yl)-4-(6-methyl-2,3-dihydro-1H-imidazo[1,2-b]pyrazol-1-yl)-4-oxobutanamide